ON=C(C1=CC=C(C=C1)N(C=O)CC1OCCC1)N N'-hydroxy-4-{N-[(tetrahydrofuran-2-yl)methyl]formamido}benzimidamide